C(C)C1=CC=C(C=C1)CC(C)C 1-ethyl-4-(2-methylpropyl)benzene